5-bromopentyl cyanide BrCCCCCC#N